(S)-6-(((3-cyanoisoquinolin-5-yl)(1-(1-(trifluoromethyl)cyclopropyl)-1H-1,2,3-triazol-4-yl)methyl)amino)-4-(neopentylamino)quinoline-3,8-dicarbonitrile C(#N)C=1N=CC2=CC=CC(=C2C1)[C@@H](C=1N=NN(C1)C1(CC1)C(F)(F)F)NC=1C=C2C(=C(C=NC2=C(C1)C#N)C#N)NCC(C)(C)C